N-[2-[[6-[2-(2,6-dichloro-3,5-dimethoxy-anilino)-3-pyridinyl]pyrimidin-4-yl]amino]-5-(1-methylpyrrolidin-3-yl)oxy-phenyl]prop-2-enamide Zinc-zinc [Zn].[Zn].ClC1=C(NC2=NC=CC=C2C2=CC(=NC=N2)NC2=C(C=C(C=C2)OC2CN(CC2)C)NC(C=C)=O)C(=C(C=C1OC)OC)Cl